4-[dibromo(n-butyl)silyl]butanenitrile Br[Si](CCCC#N)(CCCC)Br